1-(1-(6-methoxy-5-((7-methylquinolin-4-yl)amino)pyridin-2-yl)-1H-pyrazol-4-yl)ethan-1-one COC1=C(C=CC(=N1)N1N=CC(=C1)C(C)=O)NC1=CC=NC2=CC(=CC=C12)C